ClC1=CSC=2C1=NC(=CC2NCC=2SC=CN2)C 3-chloro-5-methyl-N-[(1,3-thiazol-2-yl)methyl]thieno[3,2-b]pyridin-7-amine